C(C)(C)(C)OC(=O)NC1=C(C=NC(=C1)Cl)C(=O)OCC ethyl 4-(tert-butoxycarbonylamino)-6-chloropyridine-3-carboxylate